L-Lyxonate O=C([C@H](O)[C@H](O)[C@@H](O)CO)[O-]